BrC=1C=C2C(=NC1)NC=C2C(=O)C2=C(C(=CC=C2F)[N+](=O)[O-])CC (5-bromo-1H-pyrrolo[2,3-b]pyridin-3-yl)(2-ethyl-6-fluoro-3-nitrophenyl)methanone